ClC1=C2C(NC=NC2=CC=C1[N+](=O)[O-])=O 5-chloro-6-nitroquinazolin-4(3H)-one